C(=C/C)/C1(CCCC1)O (Z)-1-(prop-1-en-1-yl)cyclopentan-1-ol